3-(2-hydroxypropyl)-5,6-methylenedioxy-1H-indole-1-carboxylic acid tert-butyl ester C(C)(C)(C)OC(=O)N1C=C(C2=CC3=C(C=C12)OCO3)CC(C)O